BrC1=CC(=NN1)C1CCN(CC1)C(=O)OC(C)(C)C tert-butyl 4-(5-bromo-1H-pyrazol-3-yl)piperidine-1-carboxylate